N-ethyl-2,4-di(phenylthio)aniline C(C)NC1=C(C=C(C=C1)SC1=CC=CC=C1)SC1=CC=CC=C1